3-(1-methyl-1H-pyrazol-5-yl)urea CN1N=CC=C1NC(N)=O